CN1C(=NC=C1C=1C=C2C=C(N=CC2=CC1)NC(CN1CC(C1)(C)C)=O)C N-(6-(1,2-dimethyl-1H-imidazol-5-yl)isoquinolin-3-yl)-2-(3,3-dimethylazetidin-1-yl)acetamide